C(=CCC)C1=CSC=C1 3-butenylthiophene